C(C)OC1=C(C=C(C=C1)S(=O)(=O)NC1CN(C1)CCO)C1=NN2C(C(N1)=O)=C(N=C2CCC)C 4-ethoxy-N-(1-(2-hydroxyethyl)azetidin-3-yl)-3-(5-methyl-4-oxo-7-propyl-3,4-dihydroimidazo[5,1-f][1,2,4]triazin-2-yl)benzenesulfonamide